6-(4-amino-2,6-dichlorophenoxy)-2-(3-fluorobenzyl)-3,4-dihydroisoquinoline NC1=CC(=C(OC=2C=C3CCN(CC3=CC2)CC2=CC(=CC=C2)F)C(=C1)Cl)Cl